6-[4-[(2S)-6,6-dimethylmorpholin-2-carbonyl]piperazin-1-yl]pyridine-3-carbonitrile CC1(O[C@@H](CNC1)C(=O)N1CCN(CC1)C1=CC=C(C=N1)C#N)C